C(CCCCCCCCCCC)OC(C(C)N)=O aminopropionic acid dodecyl ester